[Cl-].[Cl-].[Li+].[Cl-].[La+3] lanthanum chloride lithium dichloride